2,9-dichloro-7-(2,6-difluoro-4-iodophenyl)-5-ethyl-5,7-dihydro-6H-benzo[d]pyrido[3,2-f][1,3]diazepin-6-one ClC1=CC=2C3=C(N(C(N(C2N=C1)CC)=O)C1=C(C=C(C=C1F)I)F)C=C(C=C3)Cl